tert-butyl 4-(1-(difluoromethyl)-1H-benzo[d]imidazol-2-yl)piperazine-1-carboxylate FC(N1C(=NC2=C1C=CC=C2)N2CCN(CC2)C(=O)OC(C)(C)C)F